8-bromo-4-((tert-butyldiphenylsilyl)oxy)isothiochroman BrC=1C=CC=C2C(CSCC12)O[Si](C1=CC=CC=C1)(C1=CC=CC=C1)C(C)(C)C